2-(3-Hydroxyphenyl)-8-oxo-9-(2-(trifluoromethyl)phenyl)-8,9-dihydro-7H-purine OC=1C=C(C=CC1)C1=NC=C2NC(N(C2=N1)C1=C(C=CC=C1)C(F)(F)F)=O